CC(CCCC)CCCCCCCC(CCCCCCCCCCCCCC)C 5,13-Dimethylheptacosane